ClC1=CC=C2C(=CNC2=C1OC(F)(F)F)S(=O)(=O)O 6-chloro-7-(trifluoromethoxy)-1H-indole-3-sulfonic acid